CC1(CN(CCN1)C=1C=C(C=2N(C(N=C(N2)C=2C=C(C=3N(C2)C=C(N3)C)F)=O)C1)F)C 7-(3,3-dimethylpiperazin-1-yl)-9-fluoro-2-{8-fluoro-2-methylimidazo[1,2-a]pyridin-6-yl}-4H-pyrido[1,2-a][1,3,5]triazin-4-one